BrC=1C(NC2=CC=C(C=C2C1)[N+](=O)[O-])=O 3-bromo-6-nitroquinolin-2(1H)-one